C(C1=CC=C(C(=O)[O-])C=C1)(=O)OC terephthalic acid, monomethyl ester